1-chloro-4-fluoroisoquinolin-7-amine ClC1=NC=C(C2=CC=C(C=C12)N)F